CC1(N(CCNC1)C=O)C (2,2-dimethyl-piperazin-1-yl)methanone